2-methoxy-5-[6-(phenoxymethyl)pyridin-2-amido]benzoic acid COC1=C(C(=O)O)C=C(C=C1)NC(=O)C1=NC(=CC=C1)COC1=CC=CC=C1